ClC1=C(OC=2C=C(C(NC2)=O)C(C)C)C(=CC(=C1)[N+](=O)[O-])Cl 5-(2,6-dichloro-4-nitrophenoxy)-3-isopropylpyridin-2(1H)-one